6,13-di(triisopropylethyl)pentacene C(C)(C)C(CC1=C2C=C3C=CC=CC3=CC2=C(C2=CC3=CC=CC=C3C=C12)CC(C(C)C)(C(C)C)C(C)C)(C(C)C)C(C)C